tert-Butyl (S)-3-((3-aminopyridin-2-yl)amino)pyrrolidine-1-carboxylate NC=1C(=NC=CC1)N[C@@H]1CN(CC1)C(=O)OC(C)(C)C